2-fluoro-5-(3-chloro-5-(trifluoromethyl)pyridin-2-yl)-4-chlorobenzaldehyde FC1=C(C=O)C=C(C(=C1)Cl)C1=NC=C(C=C1Cl)C(F)(F)F